4-Bromo-2-(8-methoxy-2,3-dihydrobenzo[b][1,4]dioxin-6-yl)-6-methylpyridazine BrC1=CN(NC(=C1)C)C1=CC2=C(OCCO2)C(=C1)OC